3-bromo-2-((2-methoxyethoxy)methyl)-6-(trifluoromethyl)pyridine tert-butyl-(2R,4S)-4-[3-(2,6-dioxo-3-piperidyl)-1-methyl-indazol-6-yl]-2-methyl-piperidine-1-carboxylate C(C)(C)(C)OC(=O)N1[C@@H](C[C@H](CC1)C1=CC=C2C(=NN(C2=C1)C)C1C(NC(CC1)=O)=O)C.BrC=1C(=NC(=CC1)C(F)(F)F)COCCOC